5-amino-3-(2-(4-(4-(2,3-dihydroxypropoxy)phenyl)piperazin-1-yl)ethyl)-8-(furan-2-yl)thiazolo[5,4-e][1,2,4]triazolo[1,5-c]pyrimidin-2(3H)-one NC1=NC2=C(C=3N1N=C(N3)C=3OC=CC3)SC(N2CCN2CCN(CC2)C2=CC=C(C=C2)OCC(CO)O)=O